NC1CC2CN(CC(C1)C2)C(=O)OC(C)(C)C tert-butyl 7-amino-3-azabicyclo[3.3.1]nonane-3-carboxylate